(R)-2-oxo-1-phenyl-2-((3-(trifluoromethyl)phenyl)amino)ethyl 3-amino-6-(1-(piperidin-4-yl)-1H-pyrazol-4-yl)pyrazine-2-carboxylate hydrochloride Cl.NC=1C(=NC(=CN1)C=1C=NN(C1)C1CCNCC1)C(=O)O[C@@H](C(NC1=CC(=CC=C1)C(F)(F)F)=O)C1=CC=CC=C1